6-(7-chloro-1H-indole-2-carbonyl)-N-[(1S)-1-cyano-2-[(3S)-2-oxo-3-piperidyl]ethyl]-6-azaspiro[3.4]octane-7-carboxamide ClC=1C=CC=C2C=C(NC12)C(=O)N1CC2(CCC2)CC1C(=O)N[C@@H](C[C@H]1C(NCCC1)=O)C#N